C(#N)C1CN(C1)S(=O)(=O)N1C[C@H](CCC1)C(=O)N1[C@H](CCC1)C(=O)N[C@@H]1C[C@H](C2=CC=CC=C12)CO 1-(((3S)-1-((3-cyano-1-azetidinyl)sulfonyl)-3-piperidinyl)carbonyl)-N-((1r,3r)-3-(hydroxymethyl)-2,3-dihydro-1H-inden-1-yl)-D-prolinamide